4-cyclohexyl-styrene C1(CCCCC1)C1=CC=C(C=C)C=C1